OCC=1C=NC(=NC1)C=1C=C(C#N)C=C(C1)OC 3-(5-(hydroxymethyl)pyrimidin-2-yl)-5-methoxybenzonitrile